CN1CCCC2CC3(CCC12)OCCO3 1'-Methyl-Octahydro-1'H-Spiro[1,3-dioxolane-2,6'-quinoline]